COC1=CC=C2C=C(C=NC2=C1)N([C@@H]1CN(CC1)CC(=O)N1[C@@H](CCC1)C#N)C (S)-1-(2-((S)-3-((7-Methoxychinolin-3-yl)(methyl)amino)pyrrolidin-1-yl)acetyl)pyrrolidin-2-carbonitril